7-nitro-3-(piperazin-1-ylmethyl)quinolin-8-ol tri-hydrochloride Cl.Cl.Cl.[N+](=O)([O-])C1=CC=C2C=C(C=NC2=C1O)CN1CCNCC1